ClC1=CC=CC(=N1)C1=NC(=NC(=N1)NC1CC(CC1)(F)F)NC1=CC(=NC=C1)C(F)(F)F 6-(6-Chloropyridin-2-yl)-N2-(3,3-difluorocyclopentyl)-N4-(2-(trifluoromethyl)pyridin-4-yl)-1,3,5-triazine-2,4-diamine